(S)-5-amino-N-(5'-fluoro-7'-(trifluoromethyl)spiro[cyclopropane-1,1'-isochroman]-4'-yl)-N-methyl-6,8-dihydro-1H-furo[3,4-d]pyrrolo[3,2-b]pyridine-2-carboxamide NC1=C2C(=C3C(=N1)C=C(N3)C(=O)N(C)[C@@H]3COC1(C4=CC(=CC(=C34)F)C(F)(F)F)CC1)COC2